NC1=CC=C(S1)C(=O)NC1(CC1)C(F)(F)F 5-amino-N-[1-(trifluoromethyl)cyclopropyl]thiophene-2-carboxamide